C1OC=2C=C(C=CC2O1)NC(=O)C1=CNC2=CC=CC=C12 N-(3,4-methylenedioxyphenyl)-1H-indole-3-carboxamide